N-(tert-butyldimethylsilyl)-4-nitrobenzenesulfonamide [Si](C)(C)(C(C)(C)C)NS(=O)(=O)C1=CC=C(C=C1)[N+](=O)[O-]